diamino-chromium N[Cr]N